(S)-N-(amino(6,7-dihydro-5H-pyrazolo[5,1-b][1,3]oxazin-3-yl)(oxo)-λ6-sulfaneylidene)-2-(4,6-diisopropyl-1,3-dihydroisobenzofuran-5-yl)acetamide N[S@@](=NC(CC=1C(=C2COCC2=CC1C(C)C)C(C)C)=O)(=O)C=1C=NN2C1OCCC2